C(#N)C(C(=O)NC1=CNC2=CC=C(C=C12)C=1C=NN(C1)C1=CC=C(C=C1)C(F)(F)F)(C)C 2-cyano-2,2-dimethyl-N-(5-{1-[4-(trifluoromethyl)phenyl]-1H-pyrazol-4-yl}-1H-indol-3-yl)acetamide